C(=O)(O)C1(C=CC(CC1)CCCCCC)CCCCCCCC(=O)O carboxy-4-hexylcyclohex-2-ene-1-octanoic acid